3-hydroxy-dodecanyl acetate C(C)(=O)OCCC(CCCCCCCCC)O